N-(2-((2,6-diisopropylphenyl)amino)vinyl)-N-propylformamide C(C)(C)C1=C(C(=CC=C1)C(C)C)NC=CN(C=O)CCC